1-Cbz-3-(2-diazoacetyl)azetidine C(=O)(OCC1=CC=CC=C1)N1CC(C1)C(C=[N+]=[N-])=O